COC1=NC=CC=C1CC1(CCC2(OCCO2)CC1)C(=O)OC methyl 8-[(2-methoxy-3-pyridyl)methyl]-1,4-dioxaspiro[4.5]decane-8-carboxylate